ClC1=CC(=C(C=C1)C=1C=2C(=C(SC2N2C(=NN=C2[C@@H](N1)CC(=O)OC(C)(C)C)C)C)C)F tert-butyl 2-[(9S)-7-(4-chloro-2-fluoro-phenyl)-4,5,13-trimethyl-3-thia-1,8,11,12-tetrazatricyclo[8.3.0.02,6]trideca-2(6),4,7,10,12-pentaen-9-yl]acetate